CN1CCC2(CC1)OC1=C(C2)C=C(C=C1)CNC1COC1 N-((1'-methyl-3H-spiro[benzofuran-2,4'-piperidin]-5-yl)methyl)oxetan-3-amine